C(C)C1=NOC(=N1)C(N1C[C@@H](N(C[C@H]1C)C1=CC(N(C=2C=CC(=NC12)C#N)C)=O)C)C1=CC=C(C=C1)F 8-[(2s,5r)-4-[(3-ethyl-1,2,4-oxadiazol-5-yl)(4-fluorophenyl)methyl]-2,5-dimethylpiperazin-1-yl]-5-methyl-6-oxo-5,6-dihydro-1,5-naphthyridine-2-carbonitrile